5,10,15,20-tetrakis(2,6-dichlorophenyl)-porphyrin ClC1=C(C(=CC=C1)Cl)C=1C2=CC=C(N2)C(=C2C=CC(C(=C3C=CC(=C(C=4C=CC1N4)C4=C(C=CC=C4Cl)Cl)N3)C3=C(C=CC=C3Cl)Cl)=N2)C2=C(C=CC=C2Cl)Cl